4-bromo-1H,2H,3H-pyrrolo[2,3-b]pyridine BrC1=C2C(=NC=C1)NCC2